BrC1=CC=C2C(=C(C(N(C2=C1)C)=O)C#N)N1CC2(CN(C2)C2=CC=C(C=C2)Cl)CC1 7-bromo-4-[2-(4-chlorophenyl)-2,6-diazaspiro[3.4]octan-6-yl]-1-methyl-2-oxo-1,2-dihydroquinoline-3-carbonitrile